ortho-vinylbenzyl methyl ether COCC1=C(C=CC=C1)C=C